1,1-dimethyl-2-phenylethyl alcohol CC(CC1=CC=CC=C1)(C)O